5-fluoro-2-(4-fluoro-4-methoxycarbonyl-1-piperidyl)pyrimidine-4-carboxylic acid FC=1C(=NC(=NC1)N1CCC(CC1)(C(=O)OC)F)C(=O)O